ClC=1C=CC(=C(C1)C1=CC(=NC=N1)O)N1N=NC(=C1)Cl 6-[5-chloro-2-(4-chloro-1H-1,2,3-triazol-1-yl)phenyl]pyrimidin-4-ol